3-cyclopentyl-7-(3-(2,2-difluorobenzo[d][1,3]dioxol-5-yl)-1H-pyrazolo[3,4-b]pyridin-5-yl)-2,3,4,5-tetrahydro-1H-benzo[d]azepine C1(CCCC1)N1CCC2=C(CC1)C=C(C=C2)C=2C=C1C(=NC2)NN=C1C1=CC2=C(OC(O2)(F)F)C=C1